Bis(2-hydroxypropyl) ether OC(COCC(C)O)C